2-fluoro-4,8-dimethoxy-3-(3-methylpiperazin-1-yl)-5-cyclopropyl-5H-indolo[3,2-c]quinoline FC=1C=C2C=3C(=CN(C2=C(C1N1CC(NCC1)C)OC)C1CC1)C1=CC(=CC=C1N3)OC